C(C1=CC=CC=C1)OC1=C2C(=CNC2=CC=C1)/C=N/NC1=CC=C(C=C1)F (E)-4-(benzyloxy)-3-((2-(4-fluorophenyl)hydrazineylidene)methyl)-1H-indole